2-methyl-6-{1-methyl-5-[(oxan-2-yloxy)methyl]-1H-1,2,3-triazol-4-yl}-3-(tetramethyl-1,3,2-dioxaborolan-2-yl)pyridine CC1=NC(=CC=C1B1OC(C(O1)(C)C)(C)C)C=1N=NN(C1COC1OCCCC1)C